NC[C@@H](CCO[Si](C1=CC=CC=C1)(C1=CC=CC=C1)C(C)(C)C)O (2R)-1-amino-4-[tert-butyl(diphenyl)silyl]oxy-butan-2-ol